C(C)(=O)N1CCC(CC1)C1=NN(C2=CC=CC(=C12)C1=CC2=C(C(=NO2)C)C=C1)CC(=O)NCC(=O)NCC(=O)O (2-(3-(1-acetylpiperidin-4-yl)-4-(3-methylbenzo[d]isoxazol-6-yl)-1H-indazol-1-yl)acetyl)glycylglycine